ClC1=C(OC2=CC(=NC=C2)NC(=O)C2CCCC2)C=CC(=C1)NC=1C2=C(N=CN1)NC=C2C2CCN(CC2)C(C=C)=O N-[4-[2-chloro-4-[[5-(1-prop-2-enoyl-4-piperidyl)-7H-pyrrolo[2,3-d]pyrimidin-4-yl]amino]phenoxy]-2-pyridyl]cyclopentanecarboxamide